N1(CCC1)C1=CC(=C(C(=N1)SCC)C(=O)NCC1=CC(=CC=C1)F)C 6-(Azetidin-1-yl)-2-ethylsulfanyl-N-[(3-fluorophenyl)-methyl]-4-methyl-pyridine-3-carboxylic acid amide